COC(=O)[C@@H]1O[C@]([C@H]([C@H]1C1=C(C(=C(C=C1)O)F)OC)C)(C(F)(F)F)C (2r,3s,4s,5r)-3-(3-fluoro-4-hydroxy-2-methoxyphenyl)-4,5-dimethyl-5-(trifluoromethyl)tetrahydrofuran-2-carboxylic acid methyl ester